(1S,3S,4S)-N-((R)-1-cyano-2-((R)-2-oxopyrrolidin-3-yl)ethyl)-5,5-difluoro-2-((S)-2-hydroxy-2-phenylpropanoyl)-2-azabicyclo[2.2.2]octane-3-carboxamide C(#N)[C@@H](C[C@@H]1C(NCC1)=O)NC(=O)[C@H]1N([C@@H]2CC([C@H]1CC2)(F)F)C([C@](C)(C2=CC=CC=C2)O)=O